C(C)(=O)O[C@]1(C(=CCC1)C)C (R)-(1,2-dimethyl-2-cyclopentenyl) acetate